ClC=1C=C(C=CC1)N1C(C(=C(C=C1O)C)C#N)=O N-(3-chlorophenyl)-3-cyano-4-methyl-6-hydroxy-2-pyridone